5-amino-2-methoxypyridine-4-carboxylic acid sodium hypophosphite [PH2](=O)[O-].[Na+].NC=1C(=CC(=NC1)OC)C(=O)O